{6-[3-Ethoxy-4-(1H-tetrazol-5-yl)-phenyl]-pyrimidin-4-yl}-[2-(2-methyl-indol-1-yl)-ethyl]-amine C(C)OC=1C=C(C=CC1C1=NN=NN1)C1=CC(=NC=N1)NCCN1C(=CC2=CC=CC=C12)C